3-(7-bromo-5-((4-(4-((3S,4R)-7-hydroxy-3-phenylchroman-4-yl)phenyl)piperazin-1-yl)methyl)-1-oxoisoindolin-2-yl)piperidine-2,6-dione BrC=1C=C(C=C2CN(C(C12)=O)C1C(NC(CC1)=O)=O)CN1CCN(CC1)C1=CC=C(C=C1)[C@H]1[C@H](COC2=CC(=CC=C12)O)C1=CC=CC=C1